O1C(=NC2=C1C=CC=C2)C2=C(C(=C(C(=C2C2=C(C=CC=C2C)C)N2C1=CC=CC=C1C=1C=C(C=CC21)C)N2C1=CC=CC=C1C=1C=C(C=CC21)C)C2=C(C=CC=C2C)C)C#N 3'-(benzo[d]oxazol-2-yl)-2,2'',6,6''-tetramethyl-5',6'-bis(3-methyl-9H-carbazol-9-yl)-[1,1':4',1''-terphenyl]-2'-carbonitrile